FC1=C(C=C(C(=C1)C)C1=CC2=C(N=C(N=C2)NC)N2C1=NCC2)NC(OC2=CC=CC=C2)=O phenyl (2-fluoro-4-methyl-5-(2-(methylamino)-8,9-dihydroimidazo[1',2':1,6]pyrido[2,3-d]pyrimidin-6-yl)phenyl)carbamate